FC=1C=C(C=NC1)[C@H]1NOCC1 (S)-3-(5-fluoropyridin-3-yl)isoxazolidine